CP(=O)(C)C=1C=C(C=CC1)NC(=O)C=1C=C2C(=NC1)CCC2 N-(3-dimethylphosphorylphenyl)-6,7-dihydro-5H-cyclopenta[b]Pyridine-3-carboxamide